Cl.BrC=1C=C2CNCC2=CC1 5-Bromoisoindoline hydrochloride